C(CCCCCCCCCCCCCC)(=O)N1C[C@@H](CCC1)NC(=O)C1=CC=C(C(=O)N2C[C@H]([C@@H](C2)C(=O)N[C@@H]2[C@H](C2)C2=CC=CC=C2)C(=O)N[C@@H]2[C@H](C2)C2=CC=CC=C2)C=C1 (3S,4S)-1-(4-(((R)-1-pentadecanoylpiperidin-3-yl)carbamoyl)benzoyl)-N3,N4-bis((1S,2R)-2-phenylcyclopropyl)pyrrolidine-3,4-dicarboxamide